C(C)(=O)OCCCCCCCC\C=C/CCCl (9Z)-12-chloro-9-dodecenyl acetate